4-(sec-butyl)-4-hydroxy-8-(1H-pyrazol-4-yl)-1,3,4,5-tetrahydro-6H-pyrano[4,3-b]Thieno[3,2-d]Pyridin-6-one C(C)(CC)C1(COCC2=C1NC(C1=C2C=C(S1)C=1C=NNC1)=O)O